6-(3,5-dimethoxyphenyl)-N2-pentyl-1,8-naphthyridine-2,7-diamine COC=1C=C(C=C(C1)OC)C=1C=C2C=CC(=NC2=NC1N)NCCCCC